tert-butyl N-[4-[2-(2-amino-3-pyridyl)-6-tetrahydropyran-4-yl-benzimidazol-1-yl]phenyl]carbamate NC1=NC=CC=C1C1=NC2=C(N1C1=CC=C(C=C1)NC(OC(C)(C)C)=O)C=C(C=C2)C2CCOCC2